4-((R)-1-(3-(difluoromethyl)-2-fluorophenyl)ethylamino)-6-(2,6-dimethylpiperidine-1-carbonyl)-2-methylpyrido[2,3-d]pyrimidin-7(8H)-one FC(C=1C(=C(C=CC1)[C@@H](C)NC=1C2=C(N=C(N1)C)NC(C(=C2)C(=O)N2C(CCCC2C)C)=O)F)F